C1=C(C=CC=2C3=CC=CC=C3C3(C12)C1=CC=CC=C1C=1C=CC=CC13)N (9,9'-spirobi[fluorene]-2-yl)amine